trans-tert-butyl N-[4-(5-bromothiazol-2-yl)cyclohexyl]carbamate BrC1=CN=C(S1)[C@@H]1CC[C@H](CC1)NC(OC(C)(C)C)=O